5-chloro-6-fluoro-4-(4,4,5,5-tetramethyl-1,3,2-dioxaborolan-2-yl)-1-((trifluoromethyl)sulfonyl)-1H-benzo[f]indazole ClC1=C(C=CC2=C1C(=C1C=NN(C1=C2)S(=O)(=O)C(F)(F)F)B2OC(C(O2)(C)C)(C)C)F